NC1=NC=C(C(=C1C1=CC=C(C=C1)O)CC)C1=CC=C(C=C1)C 4-[2-amino-4-ethyl-5-(p-tolyl)-3-pyridyl]phenol